CC1(O[C@H]2[C@@H](O1)CC[C@@H]2CNC(OC(C)(C)C)=O)C |r| tert-Butyl rac-[(3aR,4R,6aS)-2,2-dimethyltetrahydro-2H,3aH-cyclopenta[d][1,3]dioxol-4-yl]methylcarbamate